tris(methylcyclopentadienyl)yttrium [CH3-].[CH3-].[CH3-].CC1CCCC1.CC1CCCC1.CC1CCCC1.[Y+3]